racemic-3-hydroxy-2-piperidinecarboxylic acid OC1C(NCCC1)C(=O)O